hexylsulfonate tetrahexylphosphonium salt C(CCCCC)[P+](CCCCCC)(CCCCCC)CCCCCC.C(CCCCC)S(=O)(=O)[O-]